OC=1C=C(C=C(C1)O)C(C(=O)O)CCC (3,5-dihydroxyphenyl)valeric acid